2,7-bis[2-(dimethylamino)-propylcarbonyl]-carbazole dihydrochloride Cl.Cl.CN(C(CC(=O)C1=CC=2NC3=CC(=CC=C3C2C=C1)C(=O)CC(C)N(C)C)C)C